N-((4-chloro-2,6-diisopropylphenyl)carbamoyl)isoquinoline-5-sulfonamide 3-(3,5-di-tert-butyl-4-hydroxyphenyl)propionate C(C)(C)(C)C=1C=C(C=C(C1O)C(C)(C)C)CCC(=O)O.ClC1=CC(=C(C(=C1)C(C)C)NC(=O)NS(=O)(=O)C=1C=2C=CN=CC2C=CC1)C(C)C